lithium 1-((1H-inden-1-yl)dimethylsilyl)-3-isopropyl-1,5,6,7-tetrahydro-s-indacen C1(C=CC2=CC=CC=C12)[Si](C1C=C(C2=CC=3CCCC3C=C12)C(C)C)(C)C.[Li]